S1C(=NC2=C1C=CC=C2)C(CC2=CC(=CC=C2)\C(\N)=N/O)NS(=O)(=O)C=2C=C(C=CC2)NC(=O)C2=NNC(=C2)C(C)C N-[3-[[1-(1,3-benzothiazol-2-yl)-2-[3-[(E)-N'-hydroxycarbamimidoyl]phenyl]ethyl]sulfamoyl]phenyl]-5-isopropyl-1H-pyrazole-3-carboxamide